C[C@@H]1CN(CCN1C=1C2=C(N=C(N1)OC[C@H]1N(CCC1)C)CN(CC2)C2=CC=CC1=CC=CC=C21)C(=O)OC(C)(C)C tert-butyl (3R)-3-methyl-4-[2-[[(2S)-1-methylpyrrolidin-2-yl]methoxy]-7-(1-naphthyl)-6,8-dihydro-5H-pyrido[3,4-d]pyrimidin-4-yl]piperazine-1-carboxylate